propylbis(trimethylsiloxy)-butylsilan C(CC)[Si](CCCC)(O[Si](C)(C)C)O[Si](C)(C)C